p-di(t-butylperoxy)diisopropyl-benzene tert-butyl-3-(bromomethyl)piperidine-1-carboxylate C(C)(C)(C)OC(=O)N1CC(CCC1)CBr.C(C)(C)(C)OOC1=C(C(=C(C=C1)OOC(C)(C)C)C(C)C)C(C)C